C(C)(C)(C)OC(NC1CCN(CC1)N)=O (1-aminopiperidin-4-yl)carbamic acid tert-butyl ester